C(C1=CC=CC=C1)OC=1C(=NC=CC1)C(=O)NC1=NC=CC(=C1)CNC(OC(C)(C)C)=O tert-butyl ((2-(3-(benzyloxy)picolinamido)pyridin-4-yl)methyl)carbamate